BrC=1C2=C(C(N(C1)C)=O)N(C(=C2)C=2NC(=CC2)C)S(=O)(=O)C2=CC=C(C)C=C2 4-bromo-6-methyl-2-(5-methyl-1H-pyrrol-2-yl)-1-tosyl-1H-pyrrolo[2,3-c]pyridin-7(6H)-one